FC1=CC=C(C=C1)S(=O)(=O)N(CC(C)C)C=1C=C(C(=O)O)C=CC1 3-(4-fluoro-N-isobutylphenylsulfonamido)benzoic acid